C(CCCCCCCCCCCCCCC)(=O)OCC(COC(CCCCCCCCCCCCCCC)=O)OC(CC\C(=C\CC=1C(=C2C(OCC2=C(C1OC)C)=O)OCC=C)\C)=O (E)-2-((6-(4-(allyloxy)-6-methoxy-7-methyl-3-oxo-1,3-dihydroisobenzofuran-5-yl)-4-methylhex-4-enoyl)oxy)propane-1,3-diyl dipalmitate